NC1=CC=C(C(=O)C2=CC=C(C=C2)Cl)C=C1 4-amino-4'-chlorobenzophenone